1-nitro-nitrobenzene [N+](=O)([O-])C1=C(C=CC=C1)[N+](=O)[O-]